ClC1=CC=C(C=C1)NC1=CC(C2=C(SC=C2)C1=O)=O 6-((4-chlorophenyl)amino)benzo[b]thiophene-4,7-dione